4-(4-(4-(1-(cyclopropylmethyl)-1H-1,2,3-triazol-4-yl)phenyl)-2-oxopyridin-1(2H)-yl)-N-hydroxy-2-methyl-2-(methylsulfonyl)butanamide C1(CC1)CN1N=NC(=C1)C1=CC=C(C=C1)C1=CC(N(C=C1)CCC(C(=O)NO)(S(=O)(=O)C)C)=O